[Si](C)(C)(C(C)(C)C)OC(CN(CCCOC(C(C(=O)OCCCN(CC(CCCCCCCCCC)O[Si](C)(C)C(C)(C)C)CC(CCCCCCCCCC)O[Si](C)(C)C(C)(C)C)NC(=O)OC(C)(C)C)=O)CC(CCCCCCCCCC)O[Si](C)(C)C(C)(C)C)CCCCCCCCCC bis[3-[bis[2-[tert-butyl(dimethyl)silyl]oxydodecyl]amino]propyl]2-(tert-butoxycarbonylamino)propanedioate